C(C)OC1=C(C=C(C=C1)/C=C/C(=O)N=C=S)OC (E)-3-(4-ethoxy-3-methoxyphenyl)acryloyl isothiocyanate